NC1=C(C=C(C(=O)NC2=CC(=CC=C2)I)C=C1)C#N 4-amino-3-cyano-N-(3-iodophenyl)benzamide